sodium (ammonium) salt [NH4+].[Na+]